N-benzyl-N-((1R,4s)-4-(((2S,5R)-5-((S)-(3-fluorophenyl)(hydroxy)methyl)pyrrolidin-2-yl)methyl)cyclohexyl)methanesulfonamide C(C1=CC=CC=C1)N(S(=O)(=O)C)C1CCC(CC1)C[C@H]1N[C@H](CC1)[C@H](O)C1=CC(=CC=C1)F